C(C)N(CCCCCCCCSC1=C2C(N(C(C2=CC=C1F)=O)C1C(NC(CC1)=O)=O)=O)CC 4-((8-(diethylamino)octyl)thio)-2-(2,6-dioxopiperidin-3-yl)-5-fluoroisoindoline-1,3-dione